C(CCCC)C1=CC=C(C=C1)CC 1-(n-amyl)-4-ethylbenzene